tert-Butyl 4-(5-bromo-4-ethoxycarbonyl-pyrazol-1-yl)piperidine-1-carboxylate BrC1=C(C=NN1C1CCN(CC1)C(=O)OC(C)(C)C)C(=O)OCC